CC1(OC=2C=C(C=C(C2[C@H]2[C@]1(CC=C(C2)C)C)O)CCCCC)C (6Ar,10aR)-6,6,6a,9-tetramethyl-3-pentyl-10,10a-dihydro-7H-benzo[c]chromen-1-ol